6-[5-cyclopropyl-3-(trifluoromethyl)pyrazol-1-yl]pyridine-3-carbonitrile C1(CC1)C1=CC(=NN1C1=CC=C(C=N1)C#N)C(F)(F)F